2-(4-chloro-3-fluorophenoxy)-N-[(2S)-2-hydroxy-4-(2-{[(1s,3R)-3-(trifluoromethoxy)cyclobutyl]oxy}acetamido)bicyclo[2.2.2]octan-1-yl]acetamide ClC1=C(C=C(OCC(=O)NC23[C@H](CC(CC2)(CC3)NC(COC3CC(C3)OC(F)(F)F)=O)O)C=C1)F